FC=1C=C2C=CN(C2=C(C1)CCC(F)(F)F)C(=O)[O-] 5-fluoro-7-(3,3,3-trifluoropropyl)-1H-indole-1-carboxylate